Ethyl (S)-3-((tert-butoxycarbonyl)amino)-3-(4'-cyclopentyl-5-cyclopropyl-4-fluoro-2'-hydroxy-6'-methyl-[1,1'-biphenyl]-3-yl)propanoate C(C)(C)(C)OC(=O)N[C@@H](CC(=O)OCC)C=1C=C(C=C(C1F)C1CC1)C1=C(C=C(C=C1C)C1CCCC1)O